C(C)(C)(C)OC(N(C)CCCCOC1=C(C=CC(=C1)[N+](=O)[O-])Cl)=O (2-(2-chloro-5-nitrophenoxyethyl)ethyl)(methyl)carbamic acid tert-butyl ester